ClC=1C=C(C=C2C(=C(C=NC12)C#N)NCC(C)(C)C)N[C@@H](C=1C(=NC(=CC1)F)C)C=1N=NN(C1I)C1(CC1)C(F)F (S)-8-chloro-6-(((1-(1-(difluoromethyl)cyclopropyl)-5-iodo-1H-1,2,3-triazol-4-yl)(6-fluoro-2-methylpyridin-3-yl)methyl)amino)-4-(neopentylamino)quinoline-3-carbonitrile